tert-butyl ((3R,4R)-1-(4-(((tert-butyldimethylsilyl)oxy)methyl)phenyl)-3-hydroxypiperidin-4-yl)carbamate [Si](C)(C)(C(C)(C)C)OCC1=CC=C(C=C1)N1C[C@H]([C@@H](CC1)NC(OC(C)(C)C)=O)O